N-(2-(trifluoromethyl)-4-chlorophenyl)-3,3-dimethyl-2-oxo-butyl-sulfonamide FC(C1=C(C=CC(=C1)Cl)NS(=O)(=O)CC(C(C)(C)C)=O)(F)F